CN(C(OC(C)(C)C)=O)[C@@H]1C[C@H](CCC1)C=1C=2N(C=C(N1)C=1C=NN(C1)C)N=CC2 |r| rac-trans-tert-butyl methyl(3-(6-(1-methyl-1H-pyrazol-4-yl)pyrazolo[1,5-a]pyrazin-4-yl)cyclohexyl)carbamate